2-(4-trifluoromethoxybenzyl)-2H-indazole-6-carboxylic acid hydroxyamide ONC(=O)C=1C=CC2=CN(N=C2C1)CC1=CC=C(C=C1)OC(F)(F)F